N(=[N+]=[N-])C(C)C1=CC=C(C=C1)CC 1-(1-azidoethyl)-4-ethylbenzene